mercapto-dodecyl-borane dipotassium salt [K].[K].SBCCCCCCCCCCCC